acrylic acid-d4 [2H]C(=C([2H])C(=O)O[2H])[2H]